4-(isopropylamino)-N-(2-morpholinoethyl)-6-(1H-pyrazol-4-yl)quinoline-3-carboxamide C(C)(C)NC1=C(C=NC2=CC=C(C=C12)C=1C=NNC1)C(=O)NCCN1CCOCC1